NC1=C(C=C(C=N1)NC(C(=O)N1[C@@H](CC([C@H](C1)C)OC)C=1C=CC2=C(N=CS2)C1)=O)C N-(6-amino-5-methyl-3-pyridyl)-2-[(2S,5S)-2-(1,3-benzothiazol-5-yl)-4-methoxy-5-methyl-1-piperidyl]-2-oxo-acetamide